sodium 4-(4-tert-butoxycarbonyl-piperazin-1-yl)-thiophene-2-carboxylate C(C)(C)(C)OC(=O)N1CCN(CC1)C=1C=C(SC1)C(=O)[O-].[Na+]